di(4-bromophenyl)amine BrC1=CC=C(C=C1)NC1=CC=C(C=C1)Br